1-palmitoyl-propylene glycol C(CCCCCCCCCCCCCCC)(=O)C(C(C)O)O